N-(3-carbamoyl-4-fluorophenyl)-3-chloro-1-((4,4-difluorocyclohexyl)methyl)-4-(trifluoromethyl)-1H-pyrazole-5-carboxamide C(N)(=O)C=1C=C(C=CC1F)NC(=O)C1=C(C(=NN1CC1CCC(CC1)(F)F)Cl)C(F)(F)F